F[H-]F.[Sr+2].F[H-]F strontium bifluoride